4,6-dihydroxyl-5-chloropyrimidine OC1=NC=NC(=C1Cl)O